O=C1N(CC2=CC(=CC=C12)C(=O)N1CCC2=CC=C(C=C12)C(F)(F)F)C1C(NC(CC1)=O)=O 3-(1-oxo-5-(6-(trifluoromethyl)indoline-1-carbonyl)isoindolin-2-yl)piperidine-2,6-dione